1-((4-(3,5-dimethylisoxazol-4-yl)-2-nitrophenyl)amino)propan-2-ol CC1=NOC(=C1C1=CC(=C(C=C1)NCC(C)O)[N+](=O)[O-])C